FC(C1CC(C1)C(=O)O[C@H]1[C@H](NC[C@@H]1O)CC1=CC=C(C=C1)OC)(F)F (2R,3S,4S)-4-hydroxy-2-[(4-methoxyphenyl)methyl]pyrrolidin-3-yl 3-(trifluoromethyl)cyclobutane-1-carboxylate